(2-Hydroxyethoxy)pyridine-2-carbonitrile OCCOC=1C(=NC=CC1)C#N